4-(dimethoxyvinyl-methyl-silyl)benzocyclobutene COC(=C[SiH](C1=C2C(CC2)=CC=C1)C)OC